mononitroxylene [N+](=O)([O-])C1=C(C(=CC=C1)C)C